[Na].C(CCCCCCCC)C1=C(C2=CC=CC=C2C=C1)CCCCCCCCC dinonyl-naphthalene sodium